phenylsulfonyl-(2-fluorophenylsulfonyl)diazomethane C1(=CC=CC=C1)S(=O)(=O)C(=[N+]=[N-])S(=O)(=O)C1=C(C=CC=C1)F